CN1C(C=CC=C1C)=O 1,6-dimethyl-1,2-dihydropyridin-2-one